(2-(allyloxy)-3,4-difluorophenyl)(2-methylthiophen-3-yl)methanol C(C=C)OC1=C(C=CC(=C1F)F)C(O)C1=C(SC=C1)C